3-((4-((4-(3-amino-6-(2-hydroxyphenyl)pyridazin-4-yl)piperazin-1-yl)methyl)phenyl)amino)piperidine-2,6-dione NC=1N=NC(=CC1N1CCN(CC1)CC1=CC=C(C=C1)NC1C(NC(CC1)=O)=O)C1=C(C=CC=C1)O